2,6-Dichloroaniline ClC1=C(N)C(=CC=C1)Cl